tert-butyl 3-(5-(1-(3,5-dichloropyridin-4-yl) ethoxy)-1-(tetrahydro-2H-pyran-2-yl)-1H-indazole-3-carboximidoyl)-4,4-diethoxypiperidine-1-carboxylate ClC=1C=NC=C(C1C(C)OC=1C=C2C(=NN(C2=CC1)C1OCCCC1)C(=N)C1CN(CCC1(OCC)OCC)C(=O)OC(C)(C)C)Cl